Methyl 4-(7-(2-methyl-1-oxo-1-(2,2,2-trifluoroethoxy)propan-2-yl)-6-phenyl-5,6-diazaspiro[2.4]hept-4-en-4-yl)benzoate CC(C(OCC(F)(F)F)=O)(C)C1N(N=C(C12CC2)C2=CC=C(C(=O)OC)C=C2)C2=CC=CC=C2